COC=1C=C(C=C(C1)C(F)(F)F)C(C(CC(C)C)SC#N)=O 1-(3-methoxy-5-(trifluoromethyl)phenyl)-4-methyl-2-thiocyanatopentan-1-one